C(C)O[Si](O[Si](OCC)(OCC)CCCN([Si](C)(C)C)C1=CC=CC=C1)(OCC)CCCN([Si](C)(C)C)C1=CC=CC=C1 N,N'-((1,1,3,3-tetraethoxydisiloxane-1,3-diyl)bis(Propane-3,1-diyl))bis(1,1,1-trimethyl-N-phenylsilanamine)